3-(1-(3-fluoro-2-(fluoromethyl)propyl)-6-nitro-1H-indol-3-yl)benzonitrile FCC(CN1C=C(C2=CC=C(C=C12)[N+](=O)[O-])C=1C=C(C#N)C=CC1)CF